5-chloro-3-(2-(3-(2,6-dimethoxyphenyl)-4-oxothiazolidine-2-ylidene)hydrazono)indol-2-one ClC=1C=C2C(C(NC2=CC1)=O)=NN=C1SCC(N1C1=C(C=CC=C1OC)OC)=O